[2H]C1(C([C@](CCC1)(NCC1CC1)C1=C(C=CC=C1)Cl)=O)[2H] (R)-2,2-dideuterio-6-(2-chlorophenyl)-6-((cyclopropylmethyl)amino)cyclohexanone